The molecule is a triterpenoid of the class of onoceranoid-type terpenoids isolated from the twigs of Lansium domesticum. It has a role as an antibacterial agent and a plant metabolite. It is a diol, a triterpenoid and a methyl ester. CC1=CC[C@H]([C@]([C@H]1CC[C@H]2C(=C)CC[C@@H]3[C@@]2(CC[C@@H](C3(C)C)O)C)(C)CCC(=O)OC)C(C)(C)O